NC(CN1N=CC=C1)(C)C 1-(2-amino-2-methylpropyl)-1H-pyrazol